BrC=1C=C(C(=O)O)C=C(C1)C#N 3-bromo-5-cyano-benzoic acid